BrCC(=O)NCCCCCCNC(OCC1C2=CC=CC=C2C=2C=CC=CC12)=O (9H-fluoren-9-yl)methyl (6-(2-bromoacetamido)hexyl)carbamate